C(\C=C/CCCCCC)OC(CCCNC(CCC1(OCC(CO1)O)C(NCCCC(=O)OC\C=C/CCCCCC)=O)=O)=O [(Z)-non-2-enyl]4-[3-[5-hydroxy-2-[[4-[(Z)-non-2-enoxy]-4-oxo-butyl]carbamoyl]-1,3-dioxan-2-yl]propanoylamino]butanoate